heptacosyl tetracos-15-enoate C(CCCCCCCCCCCCCC=CCCCCCCCC)(=O)OCCCCCCCCCCCCCCCCCCCCCCCCCCC